1-(3-Fluoro-4-(((6-(piperidin-4-yl)pyridin-2-yl)oxy)methyl)phenyl)ethan-1-one FC=1C=C(C=CC1COC1=NC(=CC=C1)C1CCNCC1)C(C)=O